7-Cyano-5-(3-(6-((4-(2-(2,6-dioxopiperidin-3-yl)-1-oxoisoindolin-4-yl)but-3-yn-1-yl)carbamoyl)pyridin-3-yl)isoquinolin-8-yl)-N-methyl-1H-indole-3-carboxamide C(#N)C=1C=C(C=C2C(=CNC12)C(=O)NC)C=1C=CC=C2C=C(N=CC12)C=1C=NC(=CC1)C(NCCC#CC1=C2CN(C(C2=CC=C1)=O)C1C(NC(CC1)=O)=O)=O